[Y].[W].[Fe] iron-tungsten-yttrium